butylbenzylmethylpropanaldehyde C(CCC)CC(C=O)(C)CC1=CC=CC=C1